4-{3-[4-Cyano-3-(trifluoromethyl)-phenyl]-5,5-dimethyl-4-oxo-2-thioxoimidazolidin-1-yl}-2-fluoro-N-methylbenzamid C(#N)C1=C(C=C(C=C1)N1C(N(C(C1=O)(C)C)C1=CC(=C(C(=O)NC)C=C1)F)=S)C(F)(F)F